NCC1(CN(C1)C1=NC=NC=C1OC1=C(C(=O)N(C(C)C)CC)C=C(C=C1)F)C 2-((4-(3-(aminomethyl)-3-methylazetidine-1-yl)pyrimidin-5-yl)oxy)-N-ethyl-5-fluoro-N-isopropylbenzamide